C(=C)N1C=NC2=C1C=CC=C2 N-vinylbenzimidazole